ClC1=C(C=CC=C1)NC(C1=CC=C(C=C1)N(C(=O)NC1=CC=C(C=C1)Cl)CCN1CCOCC1)=O N-(2-chlorophenyl)-4-{3-(4-chlorophenyl)-1-[2-(4-morpholinyl)ethyl]ureido}benzamide